P(O)(O)N.NN[C@@H]([C@H](O)C)CO amino-L-threoninol phosphoramidite